C(C)(C)(C)OC(=O)N1CCC2(CCCN(C2=O)CCC(=O)O)CC1 3-(9-tert-butoxycarbonyl-1-oxo-2,9-diazaspiro[5.5]undecan-2-yl)propanoic acid